ClC1=CC2=C(CC(O2)(C(=O)O)C)C=C1 6-Chloro-2-methyl-2,3-dihydrobenzofuran-2-carboxylic acid